2-[2-(2,2-dimethyl-1,3-dioxolan-4-yl)ethylamino]Thiazole-4-carboxylic acid methyl ester COC(=O)C=1N=C(SC1)NCCC1OC(OC1)(C)C